N1(CCNCC1)C1=NC=CC(=N1)NC1=CC2=CC(N=C2C=C1)=O 5-((2-(piperazin-1-yl)pyrimidin-4-yl)amino)indol-2-one